c-alpha-methyl-ornithine C[C@](N)(CCCN)C(=O)O